(±)-1-((5-chloro-1H-indol-2-yl)methyl)-8-((cis)-3-hydroxycyclopentylamino)-3,7-dimethyl-1H-purine-2,6(3H,7H)-dione ClC=1C=C2C=C(NC2=CC1)CN1C(N(C=2N=C(N(C2C1=O)C)N[C@@H]1C[C@@H](CC1)O)C)=O |r|